S1C=NC2=C1C=C(C=C2)C=2OC1=C(C2)C=C(C(=C1)O)O 2-(benzothiazol-6-yl)-5,6-dihydroxybenzofuran